FC(OC1=C(C=CC(=C1)N1CCC(CC1)N1CCN(CC1)CC)NC1=NC=C(C=N1)C(F)(F)F)F 2-((2-(difluoromethoxy)-4-(4-(4-ethylpiperazin-1-yl)piperidin-1-yl)phenyl)amino)-5-(trifluoromethyl)pyrimidin